4-((3R,5S)-3,5-dimethylpiperazin-1-yl)-N-(2-methyl-[1,2,4]triazolo[1,5-a]pyridin-6-yl)-2,3-dihydro-1H-pyrrolo[2,3-b]pyridine-1-carboxamide formate C(=O)O.C[C@@H]1CN(C[C@@H](N1)C)C1=C2C(=NC=C1)N(CC2)C(=O)NC=2C=CC=1N(C2)N=C(N1)C